2-(6-methylpyridin-2-yl)-5,6,7,8-tetrahydropyrido[4,3-d]pyrimidin-4(3H)-one CC1=CC=CC(=N1)C=1NC(C2=C(N1)CCNC2)=O